4-bromo-1-iodo-2-nitrobenzene BrC1=CC(=C(C=C1)I)[N+](=O)[O-]